2-(6-((4-ethylpiperazin-1-yl)methyl)pyridin-3-yl)-5-methyl-N4-(1-methylcyclopropyl)thieno[2,3-d]pyrimidine-2,4-diamine C(C)N1CCN(CC1)CC1=CC=C(C=N1)C1(N=C(C2=C(N1)SC=C2C)NC2(CC2)C)N